5-fluoro-7-(piperazin-1-yl-2,2,3,3,5,5,6,6-d8)chroman FC1=C2CCCOC2=CC(=C1)N1C(C(NC(C1([2H])[2H])([2H])[2H])([2H])[2H])([2H])[2H]